C(C)(=O)OC[C@@H]1O[C@H]([C@H]([C@@H]([C@@H]1CC(=O)O)CC(=O)O)NC(CN=[N+]=[N-])=O)OC(=O)OC1=CC=C(C=C1)[N+](=O)[O-].N(=[N+]=[N-])CC(=O)C(=O)[C@@H](O)[C@@H](O)[C@H](O)[C@H](O)CO azidoacetylmannose ((2R,3S,4R,5S,6S)-2-(acetoxymethyl)-5-(2-azidoacetamido)-6-(((4-nitrophenoxy) carbonyl) oxy) tetrahydro-2H-pyran-3,4-diyldiacetate)